(S)-3-(5-(4-((1-(4-((3S,4R)-3-(bicyclo[4.2.0]octa-1(6),2,4-trien-3-yl)-7-hydroxyisochroman-4-yl)phenyl)piperidin-4-yl)methyl)piperazin-1-yl)-1-oxoisoindolin-2-yl)piperidine-2,6-dione C1=2C=C(C=CC2CC1)[C@H]1OCC2=CC(=CC=C2[C@H]1C1=CC=C(C=C1)N1CCC(CC1)CN1CCN(CC1)C=1C=C2CN(C(C2=CC1)=O)[C@@H]1C(NC(CC1)=O)=O)O